(S)-4-(2-(4-(5-chloro-2-(2-fluoroacetyl)phenyl)-3-methoxy-6-oxopyridazine-1(6H)-yl)-3-phenylpropanamido)benzoic acid ClC=1C=CC(=C(C1)C=1C(=NN(C(C1)=O)[C@H](C(=O)NC1=CC=C(C(=O)O)C=C1)CC1=CC=CC=C1)OC)C(CF)=O